racemic-N-(1-cyclopropyl-2-oxo-1,2-dihydropyridin-3-yl)-7-isopropoxy-2-(tetrahydro-2H-pyran-3-yl)imidazo[1,2-a]pyrimidine-6-carboxamide C1(CC1)N1C(C(=CC=C1)NC(=O)C=1C(=NC=2N(C1)C=C(N2)[C@@H]2COCCC2)OC(C)C)=O |r|